BrC=1C=C2C=NC(=NC2=CC1)NC1=CC(=CC=C1)S(=O)(=O)C 6-bromo-N-(3-(methylsulfonyl)phenyl)quinazolin-2-amine